C(C1=CC=CC=C1)OCCCN1CC(CCC1)N 1-(3-Benzyloxypropyl)piperidin-3-amine